N-((1r,4r)-1-methyl-4-((5-(3-methyl-[1,2,4]triazolo[4,3-a]pyridin-6-yl)-7H-pyrrolo[2,3-d]pyrimidin-2-yl)amino)cyclohexyl)acetamide CC1(CCC(CC1)NC=1N=CC2=C(N1)NC=C2C=2C=CC=1N(C2)C(=NN1)C)NC(C)=O